C12NCC(CC1)(CC2)C(C)=O 1-(2-azabicyclo[2.2.2]octan-4-yl)ethanone